FC=1C=C2/C(/C(NC2=CC1)=O)=C/1\CCC2=C1NC(=C2C(=O)NCCN2CCN(CC2)C)C (Z)-6-(5-fluoro-2-oxoindolin-3-ylidene)-2-methyl-N-(2-(4-methylpiperazin-1-yl)ethyl)-1,4,5,6-tetrahydrocyclopenta[b]pyrrole-3-carboxamide